C(C)N1C(C=2C(C=3C=CN=C(C13)NC(=O)C1CC1)=NN(N2)C)C N-(5-ethyl-2,4-dimethyl-4,5-dihydro-2H-[1,2,3]triazolo[4,5-c][1,7]naphthyridin-6-yl)cyclopropanecarboxamide